C(C1=CC=CC=C1)O[C@H]1C[C@]2(N(C=3C(=NN=C(C3)Cl)NC2)C1)C (6aR,8S)-8-(benzyloxy)-2-chloro-6a-methyl-5,6,6a,7,8,9-hexahydropyrrolo[1',2':4,5]pyrazino[2,3-c]pyridazine